ONC(\C=C\C=1C=C2CCC(C2=CC1)NCCC1=C(NC2=CC=CC=C12)C)=O (E)-N-hydroxy-3-(1-((2-(2-methyl-1H-indol-3-yl)ethyl)amino)-2,3-dihydro-1H-inden-5-yl)acrylamide